N-((3S,4R)-3-fluoro-1-methylpiperidin-4-yl)-2-(3-((2-methoxy-4-(methylsulfonyl)phenyl)amino)prop-1-yn-1-yl)-3-((trifluoromethyl)thio)imidazo[1,2-a]pyridin-8-amine F[C@H]1CN(CC[C@H]1NC=1C=2N(C=CC1)C(=C(N2)C#CCNC2=C(C=C(C=C2)S(=O)(=O)C)OC)SC(F)(F)F)C